N1(CCNCC1)C(=O)OC(COC1[C@@H](N(C1)C=1C2=C(N=C(N1)N1[C@H](CC1)C)C(CC2)(F)F)C)=O (2-(((2S)-1-(7,7-difluoro-2-((S)-2-methylazetidin-1-yl)-6,7-dihydro-5H-cyclopenta[d]pyrimidin-4-yl)-2-methylazetidin-3-yl) oxy) acetyl) piperazine-1-carboxylate